6-(1H-indol-5-yl)-N-(4-((1S,4R)-5-isopropyl-2,5-diazabicyclo[2.2.1]Heptane-2-yl)phenyl)-[1,2,4]Triazolo[1,5-a]Pyrazin-8-amine N1C=CC2=CC(=CC=C12)C=1N=C(C=2N(C1)N=CN2)NC2=CC=C(C=C2)N2[C@@H]1CN([C@@H](C2)C1)C(C)C